4-methylnonane-5-ol CC(CCC)C(CCCC)O